propyl-(tripropyl)silane C(CC)[Si](CCC)(CCC)CCC